ClC1=NN2C(C=3OCCCC13)=NN=C2C2=CC(=CC=C2)OC(F)(F)F 5-Chloro-3-(3-trifluoromethoxy-phenyl)-7,8-dihydro-6H-9-oxa-1,2,3a,4-tetraaza-cyclopenta[a]naphthalene